NC1=NC(=CC(=N1)N1CCC2(C[C@H](NC2)C(=O)OCC)CC1)O[C@@H](C(F)(F)F)C1=C(C=C(C=C1)Cl)C1=CC(=CC=C1)NS(=O)(=O)C (S)-ethyl 8-(2-amino-6-((R)-1-(5-chloro-3'-(methylsulfonamido)-[1,1'-biphenyl]-2-yl)-2,2,2-trifluoroethoxy)pyrimidin-4-yl)-2,8-diazaspiro[4.5]decane-3-carboxylate